1-(6-aminopyridin-3-yl)-6-bromo-7-[(2R)-2-{[(3-chloropyridin-2-yl)oxy]methyl}pyrrolidin-1-yl]-4-oxo-1,4-dihydroquinoline-3-carboxylic acid NC1=CC=C(C=N1)N1C=C(C(C2=CC(=C(C=C12)N1[C@H](CCC1)COC1=NC=CC=C1Cl)Br)=O)C(=O)O